2-(5-fluoropyridin-2-yl)ethan-1-one FC=1C=CC(=NC1)CC=O